(4-bromo-5-fluoro-2-methoxyphenyl)(piperidin-1-yl)methanone BrC1=CC(=C(C=C1F)C(=O)N1CCCCC1)OC